2-(1-(7-methoxy-6-(2-methoxyethoxy)quinolin-4-yl)piperidin-4-yl)propionitrile COC1=C(C=C2C(=CC=NC2=C1)N1CCC(CC1)C(C#N)C)OCCOC